C(C)(=O)N1CC(C1)N1C(=NC(=C1)C(F)(F)F)C1=CC=C(CN2C3=NC(=NC=C3NC2=O)C=2C(=NC=CC2)C(C)C)C=C1 9-(4-(1-(1-acetylazetidin-3-yl)-4-(trifluoromethyl)-1H-imidazol-2-yl)benzyl)-2-(2-isopropylpyridin-3-yl)-7,9-dihydro-8H-purin-8-one